C(CC)C(C(=O)ON1C(CCC1=O)=O)CCC 2,5-dioxopyrrolidin-1-yl 2-propylpentanoate